7-bromo-6-chloro-N-(2-fluoro-3-methyl-4-{[1,2,4]triazolo[1,5-a]pyridin-7-yloxy}phenyl)pyrido[3,2-d]pyrimidin-4-amine BrC1=CC=2N=CN=C(C2N=C1Cl)NC1=C(C(=C(C=C1)OC1=CC=2N(C=C1)N=CN2)C)F